FC1(C(C1)C1=CN(C=2N=CN=C(C21)N[C@@H]2CC[C@@H](N(C2)C(=O)OCC2=CC=CC=C2)C)COCC[Si](C)(C)C)F benzyl (2s,5r)-5-((5-(2,2-difluorocyclopropyl)-7-((2-(trimethylsilyl) ethoxy) methyl)-7H-pyrrolo[2,3-d]pyrimidin-4-yl) amino)-2-methylpiperidine-1-carboxylate